CC1=CC=C(C=C1)S(=O)(=O)OC1=C2N=CN(C2=NC(=N1)N1CCOCC1)C1=NC=CC(=C1)C 9-(4-methylpyridin-2-yl)-2-morpholino-9H-purin-6-yl 4-methylbenzenesulfonate